(3aR,10aR)-ethyl 8-((3-(difluoromethyl)-4-fluorophenyl)carbamoyl)-7-methyl-3a,4,10,10a-tetrahydro-1H,7H-dipyrrolo[3,4-b:3',4'-f][1,4,5]oxathiazocine-2(3H)-carboxylate 5,5-dioxide FC(C=1C=C(C=CC1F)NC(=O)C=1N(C=C2C1OC[C@H]1[C@@H](NS2(=O)=O)CN(C1)C(=O)OCC)C)F